The molecule is an aldoxime obtained by the formal condensation of the aldehyde group of pyridine-3-carbaldehyde (nicotinaldehyde) with hydroxylamine. It is a member of pyridines and an aldoxime. It derives from a pyridine-3-carbaldehyde. C1=CC(=CN=C1)C=NO